5-Acetylglucosamine C(C)(=O)[C@]1([C@H]([C@@H]([C@H](C(O)O1)N)O)O)CO